C1(=CC=CC=C1)N=C(C(F)(F)F)OC1[C@@H]([C@@H](OCC2=CC=CC=C2)[C@H](OCC2=CC=CC=C2)[C@H](O1)CO[Si](C1=CC=CC=C1)(C1=CC=CC=C1)C(C)(C)C)N=[N+]=[N-] 2-Azido-2-deoxy-3,4-di-O-benzyl-6-O-tert-butyldiphenylsilyl-D-glucopyranosyl N-phenyltrifluoroacetimidate